NCC[C@@H]1CN(CCC1)C(=O)OCC1=CC=CC=C1 (R)-3-aminoethyl-1-Cbz-piperidine